NC1=C(OC[C@@H](C(=O)O)NC(=O)OC(C)(C)C)C=CC=C1 (S)-3-(2-Aminophenoxy)-2-((tert-butoxycarbonyl)amino)propanoic acid